4-Methylphenylmethanol CC1=CC=C(C=C1)CO